CN(CCOC[C@H](NC(C1=CC=CC=C1)(C1=CC=CC=C1)C1=CC=CC=C1)C(=O)O)C O-(2-(dimethylamino)ethyl)-N-trityl-L-serine